NC1=C2N=CN(C2=NC(=N1)F)[C@H]1CC[C@@](O1)(C#C)COC(=O)C1CCCC1 (2R,3S,5R)-5-(6-amino-2-fluoro-9H-purin-9-yl)-2-(((cyclopentanecarbonyl)oxy)methyl)-2-ethynyl-tetrahydrofuran